N2-(4-(4-(3-chloropropyl)piperazin-1-yl)phenyl)-9-cyclopentyl-N8-phenyl-9H-purine-2,8-diamine ClCCCN1CCN(CC1)C1=CC=C(C=C1)NC1=NC=C2N=C(N(C2=N1)C1CCCC1)NC1=CC=CC=C1